FC(CC(C(C)(F)F)OC(C(C)(F)F)CC(F)F)F 1-difluoroethyl-2,2-difluoropropyl ether